ethyl (R)-(-)-4-cyano-3-hydroxybutyrate CCOC(=O)C[C@@H](CC#N)O